C(C)(C)(C)C=1SC(=C(N1)C1=C(C(=CC=C1)NS(=O)(=O)C1=C(C=CC=C1F)F)F)C1=NC(=NC=C1)N[C@H]1C[C@H](CC1)C(=O)O (1S,3R)-3-((4-(2-(tert-butyl)-4-(3-((2,6-difluorophenyl)sulfonamido)-2-fluorophenyl)thiazol-5-yl)pyrimidin-2-yl)amino)cyclopentane-1-carboxylic acid